tert-butyl N-tert-butoxycarbonyl-N-[7-[[2-[ethyl(1-isoquinolylmethyl)amino]-2-oxo-acetyl]amino]-2-tetrahydropyran-2-yl-pyrazolo[4,3-c]pyridin-4-yl]carbamate Copper [Cu].C(C)(C)(C)OC(=O)N(C(OC(C)(C)C)=O)C1=NC=C(C=2C1=CN(N2)C2OCCCC2)NC(C(=O)N(CC2=NC=CC1=CC=CC=C21)CC)=O